C1(CCCCC1)P(C1=C(C=CC=C1)C1=C(N(C)C)C=CC=C1)C1CCCCC1 2-[2-(Dicyclohexylphosphanyl)phenyl]-N,N-dimethylaniline